2-((3S,4S)-4-amino-3-methyl-2-oxa-8-azaspiro[4.5]dec-8-yl)-5-(2,3-dichloropyridin-4-yl)-6-methylpyrimidine-4-carboxamide N[C@@H]1[C@@H](OCC12CCN(CC2)C2=NC(=C(C(=N2)C(=O)N)C2=C(C(=NC=C2)Cl)Cl)C)C